6-[2-[4-[(4-hydroxy-1-piperidyl)methyl]phenyl]ethynyl]-1-oxo-4-(trifluoromethyl)isoindolin OC1CCN(CC1)CC1=CC=C(C=C1)C#CC1=CC(=C2CNC(C2=C1)=O)C(F)(F)F